4-[5-benzyloxy-1-(4-fluorophenyl)-2-(2-methoxy-1,1-dimethyl-ethyl) indol-3-yl]Benzyl benzoate C(C1=CC=CC=C1)(=O)OCC1=CC=C(C=C1)C1=C(N(C2=CC=C(C=C12)OCC1=CC=CC=C1)C1=CC=C(C=C1)F)C(COC)(C)C